2-methyl-4-isopropylfuran CC=1OC=C(C1)C(C)C